CN1N=C(C2=CC=C(C=C12)N1CCC(CC1)=O)N1C(NC(CC1)=O)=O 1-(1-methyl-6-(4-oxopiperidin-1-yl)-1H-indazol-3-yl)dihydropyrimidine-2,4(1H,3H)-dione